N1(CCC1)C1=C2C(=NC=C1)NC=C2C2=NC=CC=C2 4-(azetidin-1-yl)-3-(2-pyridinyl)-1H-pyrrolo[2,3-b]Pyridine